[N+](=O)([O-])C1=C(C(=NC(=N1)[N+](=O)[O-])[N+](=O)[O-])OC 3,5-diaza-2,4,6-trinitroanisole